(2r,3r,4r,5r)-acetic acid 2,4-bis(acetoxy)-5-{[(tert-butyldiphenylsilyl) oxy] methyl}-4-ethynyloxapent-3-yl ester C(C)(=O)O[C@@H](O)[C@@H]([C@@](CCO[Si](C1=CC=CC=C1)(C1=CC=CC=C1)C(C)(C)C)(C#C)OC(C)=O)OC(C)=O